N-(5-((5-chloro-4-((5-fluoro-2-(methylsulfonamido)phenyl)amino)pyrimidin-2-yl)amino)-2-((2-(dimethylamino)ethyl)(methyl)amino)-4-methoxyphenyl)acrylamide ClC=1C(=NC(=NC1)NC=1C(=CC(=C(C1)NC(C=C)=O)N(C)CCN(C)C)OC)NC1=C(C=CC(=C1)F)NS(=O)(=O)C